(benzylidene)(tricyclohexylphosphine) ruthenium (II) dichloride [Ru](Cl)Cl.C(C1=CC=CC=C1)=C1C(CCCC1)P(C1CCCCC1)C1CCCCC1